C(C)C(CSCCCCCCCCCCCN(CCCO)CCCCCCCCCCCSCC(CCCC)CC)CCCC 3-(bis(11-((2-ethylhexyl)thio)undecyl)amino)propan-1-ol